3-((cyclopropylmethyl)amino)-N-(4-phenylpyridin-3-yl)imidazo[1,2-b]pyridazine-8-carboxamide C1(CC1)CNC1=CN=C2N1N=CC=C2C(=O)NC=2C=NC=CC2C2=CC=CC=C2